5-methoxycarbonyl-2-norbornene COC(=O)C1C2C=CC(C1)C2